5-((3R,5R)-3-amino-5-fluoropiperidin-1-yl)-N-(2-chloro-4-morpholinophenyl)pyrazolo[1,5-a]pyrimidine-3-carboxamide trifluoroacetate FC(C(=O)O)(F)F.N[C@H]1CN(C[C@@H](C1)F)C1=NC=2N(C=C1)N=CC2C(=O)NC2=C(C=C(C=C2)N2CCOCC2)Cl